2-methacryloyloxyethyl-phthalic acid C(C(=C)C)(=O)OCCC1=C(C(C(=O)O)=CC=C1)C(=O)O